FC(COC1=C(C=C(C=C1)F)C(C)NC1=NC=2N(C=C1)N=CC2C=2C=NN(C2)C2C(CCC2)O)F 2-(4-(5-((1-(2-(2,2-difluoroethoxy)-5-fluorophenyl)ethyl)amino)pyrazolo[1,5-a]pyrimidin-3-yl)-1H-pyrazol-1-yl)cyclopentan-1-ol